4-(3-methoxy-2,6-dimethylphenyl)-N-(pyridin-2-yl)-[1,2,4]triazolo[4,3-a][1,6]naphthyridin-8-amine COC=1C(=C(C(=CC1)C)C=1C=2N(C3=CC(=NC=C3C1)NC1=NC=CC=C1)C=NN2)C